4-(4-fluoro-3-(4-oxido-1-(tetrahydrofuran-2-carbonyl)-1,4-azaphosphinan-4-yl)benzyl)phthalazin-1(2H)-one FC1=C(C=C(CC2=NNC(C3=CC=CC=C23)=O)C=C1)P1(CCN(CC1)C(=O)C1OCCC1)=O